CC(CCCCCCCCCCC=O)C 12-methyltriadecanal